C(C)(=O)OCCC(CC)CC 3-ETHYLPENTYL ACETATE